COC=1C=C(C=CC1OC)C1=CN=C2N1N=C(C=C2)NC 3-(3,4-dimethoxyphenyl)-N-methyl-imidazo[1,2-b]pyridazin-6-amine